S1C=NC2=C1C=CC(=C2)CN(C(C(=O)O)=O)[C@@H](C)C2CCCC2 (S)-2-((benzo[d]thiazol-5-ylmethyl)(1-cyclopentylethyl)amino)-2-oxoacetic acid